hydroxy-1-methyl-3-(1-(6-(2-(methylthio)pyrimidin-4-yl)pyridin-2-yl)-1H-pyrazol-4-yl)pyrrolidin-2-one OC1(C(N(CC1)C)=O)C=1C=NN(C1)C1=NC(=CC=C1)C1=NC(=NC=C1)SC